CC=1C=C(C=CC1C)C1CN(C1)C(=O)N1C[C@@H]2[C@@H](OCC(N2)=O)CC1 (4aR,8aS)-6-[3-(3,4-Dimethylphenyl)azetidine-1-carbonyl]-4,4a,5,7,8,8a-hexahydropyrido[4,3-b][1,4]oxazin-3-one